C(C)(=O)OC1=CC=C(C=C1)C1=NOC=C1 3-(4-acetoxyphenyl)isoxazole